NCC=1C=C(C=CC1)C=1C=CC2=C(C(=C(O2)C(C)C)COC2=C(C=CC=C2)CC(=O)O)C1 2-(2-((5-(3-(aminomethyl)phenyl)-2-isopropylbenzofuran-3-yl)methoxy)phenyl)acetic acid